O1C2=C(OCC1)C=C(C=C2)C(=O)NC=2C=CC(=C(C2)NC(=O)C2=CC=1C(=NC(=CC1)CN1C[C@@H](CC1)O)S2)F (R)-N-(5-(2,3-Dihydrobenzo[b][1,4]dioxine-6-carboxamido)-2-fluorophenyl)-6-((3-hydroxypyrrolidin-1-yl)methyl)thieno[2,3-b]pyridine-2-carboxamide